6-(((2-(4-(4-chloro-1,2-diphenylbut-1-en-1-yl)phenoxy)ethyl)(methyl)amino)methyl)-2-(2,6-dioxopiperidin-3-yl)-4-fluoroisoindoline-1,3-dione ClCCC(=C(C1=CC=CC=C1)C1=CC=C(OCCN(C)CC2=CC(=C3C(N(C(C3=C2)=O)C2C(NC(CC2)=O)=O)=O)F)C=C1)C1=CC=CC=C1